OC1(CCCC1)CC=O 2-(1-hydroxycyclopentyl)acetaldehyde